CC(=CCC(=O)OC(CC)O)CCCC(CCCC(CCCC(C)C)C)C O-(4,8,12,16-tetramethylheptadeca-3-enoyl)propanediol